3-ethyl-8-fluoro-7-(hydroxymethyl)quinazoline-2,4(1H,3H)-dione C(C)N1C(NC2=C(C(=CC=C2C1=O)CO)F)=O